4-chlorobenzyl (4-(2-(3-hydroxypyrrolidin-1-yl)-2-oxoethyl)phenyl)carbamate OC1CN(CC1)C(CC1=CC=C(C=C1)NC(OCC1=CC=C(C=C1)Cl)=O)=O